2-methoxyphenyl-sulfonamide hydrochloride Cl.COC1=C(C=CC=C1)S(=O)(=O)N